7-diethylamino-3-(4-pyridinyl)coumarin C(C)N(C1=CC=C2C=C(C(OC2=C1)=O)C1=CC=NC=C1)CC